C(#N)C1=CC(=NC=C1)N1C=C(C2=C1N=CN=C2N2C[C@H](N(C[C@H]2C)C(=O)OC(C([2H])([2H])[2H])(C([2H])([2H])[2H])C([2H])([2H])[2H])C)C(F)(F)F 2-(Methyl-d3)propan-2-yl-1,1,1,3,3,3-d6 (2R,5R)-4-(7-(4-cyanopyridin-2-yl)-5-(trifluoromethyl)-7H-pyrrolo[2,3-d]pyrimidin-4-yl)-2,5-dimethylpiperazine-1-carboxylate